(1S,5R)-6,6-dimethylbicyclo[3.1.1]hept-2-ene-2-methanol CC1([C@@H]2CC=C([C@H]1C2)CO)C